3-methoxy-4-(3-methyl-4-(methylsulfonyl)phenyl)-1H-indazole-5-carbonitrile COC1=NNC2=CC=C(C(=C12)C1=CC(=C(C=C1)S(=O)(=O)C)C)C#N